BrC1=CC=C(C=C1)C1(COCC1)C#N 3-(4-bromophenyl)tetrahydrofuran-3-carbonitrile